O(C1=CC=CC=C1)CC(=O)NC1=C(C=C(C=C1)NC(COC1=CC=CC=C1)=O)Cl 2-Phenoxy-N-[2-chloro-4-(2-phenoxyacetylamino)phenyl]acetamide